Cl.O=C1N(CC2=CC3=C(C=C12)OC[C@H]1N3CCNC1)C1C(NC(CC1)=O)=O 3-((S)-8-oxo-1,2,3,4,4a,5,8,10-octahydro-9H-pyrazino[1',2':4,5][1,4]oxazino[2,3-f]isoindol-9-yl)piperidine-2,6-dione hydrochloride salt